FC=1C(=CC=2C3=C(NC(C2C1)=O)COCC3N(C(C3=CC(=C(C=C3)CC)F)=O)C)F N-(8,9-Difluoro-6-oxo-1,4,5,6-tetrahydro-2H-pyrano[3,4-c]isoquinolin-1-yl)-4-ethyl-3-fluoro-N-methylbenzamide